S(N)(=O)(=O)C=1C=C(C=CC1OCC1CCOCC1)NC(C)=O N-[3-sulfamoyl-4-(tetrahydro-2H-pyran-4-ylmethoxy)phenyl]acetamide